3-(2-nitro-1-phenylethyl)-2-(3-(4,4,5,5-tetramethyl-1,3,2-dioxaborolan-2-yl)phenyl)-1H-indole [N+](=O)([O-])CC(C1=CC=CC=C1)C1=C(NC2=CC=CC=C12)C1=CC(=CC=C1)B1OC(C(O1)(C)C)(C)C